4-amino-1-methyl-3,5-dinitropyrazole NC=1C(=NN(C1[N+](=O)[O-])C)[N+](=O)[O-]